BrC1=C(C(=CC=2OCOC21)[N+](=O)[O-])C(O)C2=C(C=CC(=C2)F)Cl (4-bromo-6-nitrobenzo[d][1,3]dioxol-5-yl)(2-chloro-5-fluorophenyl)methanol